3-(5-(morpholinomethyl)-1H-benzo[d]imidazol-2-yl)-1H-pyrazol-4-amine O1CCN(CC1)CC1=CC2=C(NC(=N2)C2=NNC=C2N)C=C1